3-Cyanocyclobutyl(8-amino-7-fluoro-6-(8-methyl-2,3-dihydro-1H-pyrido[2,3-b][1,4]oxazin-7-yl)isoquinolin-3-yl)carbamate C(#N)C1CC(C1)N(C([O-])=O)C=1N=CC2=C(C(=C(C=C2C1)C1=C(C2=C(OCCN2)N=C1)C)F)N